2-[4-Chloro-5-[(5-isopropyl-6-oxo-1H-pyridazin-3-yl)oxy]bicyclo-[4.2.0]octa-1(6),2,4-trien-2-yl]-3,5-dioxo-4H-1,2,4-triazine-6-carboxylic acid ClC=1C=C(C=2CCC2C1OC1=NNC(C(=C1)C(C)C)=O)N1N=C(C(NC1=O)=O)C(=O)O